ClC1=C(C=C(C=C1)C(C(C(=O)O)(C)C)C1=C(C2=C(N(N=N2)C)C=C1)C)CN1C[C@H](OC2=CC=3C=CC=NC3C=C2C1)CC 3-(4-chloro-3-(((R)-2-ethyl-2,3-dihydro-[1,4]oxazepino[7,6-g]quinolin-4(5H)-yl)methyl)phenyl)-3-(1,4-dimethyl-1H-benzo[d][1,2,3]triazol-5-yl)-2,2-dimethylpropanoic acid